OCCCCC1=NN2C(N=CC=C2C2=CC(=C(C=C2)CNC(OC(C)(C)C)=O)C)=C1 tert-butyl N-[[4-[2-(4-hydroxybutyl)pyrazolo[1,5-a]pyrimidin-7-yl]-2-methyl-phenyl]methyl]carbamate